6-(4-chlorophenyl)-4-(2-(hydroxymethyl)piperidine-1-carbonyl)-2-(1-methyl-1H-pyrazol-4-yl)pyridazin-3(2H)-one ClC1=CC=C(C=C1)C=1C=C(C(N(N1)C=1C=NN(C1)C)=O)C(=O)N1C(CCCC1)CO